CC=1C(=C(C(=C(C1CN=C=O)CCC=1C(=C(C(=C(C1C)C)C)C)CN=C=O)C)C)C tetramethylxylylene(tetramethylxylylene) diisocyanate